2-(1-(t-Butoxycarbonyl)piperidin-4-ylidene)acetic acid C(C)(C)(C)OC(=O)N1CCC(CC1)=CC(=O)O